ClC1=CC2=C(N=N1)C(=NC(=N2)OC[C@]21CCCN1C[C@@H](C2)F)N2CC1CCC(C2)N1C(=O)OC(C)(C)C tert-butyl 3-(3-chloro-6-(((2R,7aS)-2-fluorotetrahydro-1H-pyrrolizin-7a(5H)-yl) methoxy) pyrimido[5,4-c]pyridazin-8-yl)-3,8-diazabicyclo[3.2.1]octane-8-carboxylate